N-(2-(3-fluorophenyl)-1-hydroxypropan-2-yl)-4-(5-methyl-2-((1-methyl-1H-pyrazol-5-yl)amino)pyrimidin-4-yl)oxazole-2-carboxamide FC=1C=C(C=CC1)C(CO)(C)NC(=O)C=1OC=C(N1)C1=NC(=NC=C1C)NC1=CC=NN1C